N-(2-aminoethyl)-2,2,2-trifluoroacetamide, trifluoroacetate salt FC(C(=O)O)(F)F.NCCNC(C(F)(F)F)=O